N-(2,4-dibromo-6-methylphenyl)-2,2,2-trifluoroacetamide BrC1=C(C(=CC(=C1)Br)C)NC(C(F)(F)F)=O